C(CCCCCCC\C=C/CCCCCCCC)(=O)N[C@@H](CC1=CNC2=CC=CC=C12)C(=O)O N-oleoyl-tryptophan